5-(8-(2,2-difluorocyclopropyl)imidazo[1,2-b]pyridazin-6-yl)pyrimidine-2,4(1H,3H)-dione FC1(C(C1)C=1C=2N(N=C(C1)C=1C(NC(NC1)=O)=O)C=CN2)F